N1N=CC2=CC(=CC=C12)C=1C=NN2C1C=C(C=C2)C(=O)NC2=CC=C(C=C2)CNC 3-(1H-indazol-5-yl)-N-(4-((methylamino)methyl)phenyl)pyrazolo[1,5-a]pyridine-5-carboxamide